N1C(=NC2=C1C=CC=C2)C2=CC(=NN2CC2=CC=C(C=C2)OC)C(=O)NC2=CC(=C(C=C2)OC)Cl 5-(1H-benzimidazol-2-yl)-N-(3-chloro-4-methoxy-phenyl)-1-[(4-methoxyphenyl)methyl]pyrazole-3-carboxamide